3,5'-bis(carbazol-9-yl)-[1,1'-biphenyl]-3,5-dinitrile C1=CC=CC=2C3=CC=CC=C3N(C12)C1(CC(=CC(=C1)C#N)C1=CC=CC(=C1)N1C2=CC=CC=C2C=2C=CC=CC12)C#N